FC=1C=C(C=CC1)C1=NN(C2=CC(=CC=C12)C(=O)N1CCC(CC1)C1=NC2=C(N1CC1CCN(CC1)C)C=CC=C2)C (3-(3-fluorophenyl)-1-methyl-1H-indazol-6-yl)(4-(1-((1-methylpiperidin-4-yl)methyl)-1H-benzo[d]imidazol-2-yl)piperidin-1-yl)methanone